ClC1=CC2=C(C=C3N2C(=NN(C3=O)CC(=O)NC32CCC(CC3)(CC2)O)C(C)C)S1 2-(2-chloro-5-isopropyl-8-oxothieno[2',3':4,5]pyrrolo[1,2-d][1,2,4]triazin-7(8H)-yl)-N-(4-hydroxybicyclo[2.2.2]oct-1-yl)acetamide